FC(C(=O)[O-])(F)F.FC1=C(C=CC(=C1F)OCC#C)C1=CN=C2N1C=CN=C2NC2=CC(=C(C(=O)NCCOCC[N+](C)(C)C)C=C2)CC 2-[2-[[4-[[3-(2,3-Difluoro-4-prop-2-ynoxy-phenyl)imidazo[1,2-a]pyrazin-8-yl]amino]-2-ethyl-benzoyl]amino]ethoxy]ethyl-trimethyl-ammonium 2,2,2-trifluoroacetate